N-((1R,2R,4S)-7-cyano-7-azabicyclo[2.2.1]heptan-2-yl)-1-(3,5-dichlorophenyl)-3-methyl-3-pyrrolidinecarboxamide C(#N)N1[C@H]2[C@@H](C[C@@H]1CC2)NC(=O)C2(CN(CC2)C2=CC(=CC(=C2)Cl)Cl)C